N-((1-((2-((2-(3,8-diazabicyclo[3.2.1]octan-3-yl)pyrimidin-5-yl)oxy)-6-(3,5-dichlorophenyl)pyridin-4-yl)methyl)piperidin-4-yl)methyl)acetamide C12CN(CC(CC1)N2)C2=NC=C(C=N2)OC2=NC(=CC(=C2)CN2CCC(CC2)CNC(C)=O)C2=CC(=CC(=C2)Cl)Cl